C(C1=CC=CC=C1)N1N=C(N=C1)C(=O)N[C@@H]1C(N(C=2N(CC1)N=C(C2)C2CC2)C)=O (S)-1-benzyl-N-(2-cyclopropyl-4-methyl-5-oxo-5,6,7,8-tetrahydro-4H-pyrazolo[1,5-a][1,3]diazepin-6-yl)-1H-1,2,4-triazole-3-carboxamide